C(C)OC(=O)C1(CC2=CC=CC=C2CC1)C(=O)OCC 3,4-dihydronaphthalene-2,2(1H)-dicarboxylic acid diethyl ester